CC1=CC=C(C(=N1)C1=CC=C(C=C1)C1=CNC2=NC=C(C=C21)C=2C=CC1=C(CC[C@H](CC1)N1C3COCC1C3)C2)C#N 6-Methyl-2-(4-{5-[(7S)-7-{3-oxa-6-azabicyclo[3.1.1]heptan-6-yl}-6,7,8,9-tetrahydro-5H-benzo[7]annulen-2-yl]-1H-pyrrolo[2,3-b]pyridin-3-yl}phenyl)pyridine-3-carbonitrile